tert-butyl N-[5-[1-(2,6-dioxo-3-piperidyl)-3-methyl-2-oxo-benzimidazol-5-yl] pent-4-ynyl]-N-methyl-carbamate O=C1NC(CCC1N1C(N(C2=C1C=CC(=C2)C#CCCCN(C(OC(C)(C)C)=O)C)C)=O)=O